2-{[4-({3-[(2-chloro-4-methylphenoxy)methyl]phenyl}(fluoro)methyl)piperidin-1-yl]methyl}-1-[(1-ethyl-1H-imidazol-5-yl)methyl]-1H-1,3-benzodiazole-6-carboxylic acid ClC1=C(OCC=2C=C(C=CC2)C(C2CCN(CC2)CC2=NC3=C(N2CC2=CN=CN2CC)C=C(C=C3)C(=O)O)F)C=CC(=C1)C